(1R,2R)-2-fluoro-N-(5-(6-(1-hydroxypropyl)-4-methylpyridin-3-yl)imidazo[5,1-a][2,6]naphthyridin-9-yl)cyclopropane-1-carboxamide F[C@H]1[C@H](C1)C(=O)NC1=NC=C2C=C(N3C(C2=C1)=CN=C3)C=3C=NC(=CC3C)C(CC)O